L-Alanyl-L-Glutamin N[C@@H](C)C(=O)N[C@@H](CCC(N)=O)C(=O)O